C(C)(C)(C)OC(=O)N(C1=CC=CC2=C1N=C(O2)C2=C1C=C(N=CC1=C(N=C2)NC)NC2=CC=CC(=N2)OCCC(=O)OC(C)(C)C)C tert-butyl 3-((6-((5-(4-((tert-butoxycarbonyl)(methyl)amino)benzo[d]oxazol-2-yl)-8-(methylamino)-2,7-naphthyridin-3-yl)amino)pyridin-2-yl)oxy)propanoate